1-(5-bromo-2-fluorophenoxy)-3-((3-methoxy-4-(2-(4-methylpiperidin-1-yl)ethoxy)benzyl)(methyl)amino)propan-2-ol BrC=1C=CC(=C(OCC(CN(C)CC2=CC(=C(C=C2)OCCN2CCC(CC2)C)OC)O)C1)F